N1C[C@H](OCC1)C1=CC=C(C=C1)NC(=O)C1=CN=C(S1)C1=CC=CC=C1 |r| (RS)-N-(4-(Morpholin-2-yl)phenyl)-2-phenylthiazole-5-carboxamide